Cl.BrC1=CC(=C(COC2=NSC(=C2C(=O)N)NC(=O)NCCCCN2CCCC2)C(=C1)F)F 3-(4-Bromo-2,6-difluoro-benzyloxy)-5-[3-(4-pyrrolidin-1-yl-butyl)-ureido]-isothiazole-4-carboxylic acid amide hydrochloride